BrC1=C(OCC(C)O)C=C(C(=C1)I)N1N=CC=C1 1-(2-bromo-4-iodo-5-pyrazol-1-yl-phenoxy)propan-2-ol